COC1=CC=C(CN2C(CC3=C(C(=CC=C23)CN(CCN(C(OC(C)(C)C)=O)C)C)C2CCN(CC2)C=2C=C(C=CC2)C)=O)C=C1 tert-butyl (2-(((1-(4-methoxybenzyl)-2-oxo-4-(1-m-tolylpiperidin-4-yl)indolin-5-yl)methyl)(methyl)amino)ethyl)(methyl)carbamate